C[C@@H]1CN(C[C@@H](N1)C)C1=NC=C(N=C1)C(F)(F)F 2-(cis-3,5-dimethylpiperazin-1-yl)-5-(trifluoromethyl)pyrazine